(R)-(7,7-difluoro-5-phenyl-6,7-dihydro-5H-pyrrolo[1,2-b][1,2,4]triazol-2-yl)(3,3-difluoroazetidin-1-yl)methanone FC1(C[C@@H](N2N=C(N=C21)C(=O)N2CC(C2)(F)F)C2=CC=CC=C2)F